ClC\C=C\CCl trans-1,4-dichloro-2-butene